O=C(CC=1C=C(C#N)C=CC1)C 3-(2-Oxopropyl)benzonitrile